7-((4-(6-oxa-3-azabicyclo[3.1.1]heptan-3-yl)-3-fluorophenyl)amino)-4-methyl-2H-benzo[b][1,4]oxazin-3(4H)-one C12CN(CC(O1)C2)C2=C(C=C(C=C2)NC=2C=CC1=C(OCC(N1C)=O)C2)F